ClC1=C(C=CC2=C1C(=NCC=1N2N=C(N1)C(=O)OCC)C1=C(C=CC(=C1)OC)F)Cl ethyl 7,8-dichloro-6-(2-fluoro-5-methoxy-phenyl)-4H-[1,2,4]triazolo[1,5-a][1,4]benzodiazepine-2-carboxylate